(3S)-3-(2-chlorothiazol-5-yl)-8-methyl-7-oxo-6-phenyl-2,3-dihydrothiazolo[3,2-a]Pyrimidine ClC=1SC(=CN1)[C@@H]1CSC2N1C=C(C(N2C)=O)C2=CC=CC=C2